C1(=CC=CC=C1)C=1C=CC2=CC=C3C=CC(=NC3=C2N1)C1=CC=C2C=CC(=CC2=C1)C1=CC=CC(=N1)C=1N=C2C3=C(C=CC2=C2C=CC=CC12)C=CC=C3 6-(6-(7-(9-phenyl-1,10-phenanthrolin-2-yl)naphthalen-2-yl)pyridin-2-yl)benzo[c]phenanthridine